ClC1=C(C=O)C=CC=C1OC1COC1 chloro-3-(oxetan-3-yloxy)benzaldehyde